2-Chloro-4-{[1-(2-methoxy-5-methyl-benzenesulfonyl)-2,3-dihydro-1H-indole-6-carbonyl]-amino}-benzoic acid ClC1=C(C(=O)O)C=CC(=C1)NC(=O)C1=CC=C2CCN(C2=C1)S(=O)(=O)C1=C(C=CC(=C1)C)OC